[C@H]12[C@@H]3C=CC[C@@H]3[C@H](C=C1)C2 (1R,2S,6R,7S)-Tricyclo[5.2.1.02,6]deca-3,8-diene